5-((4-((4-([1,2,4]triazolo[1,5-a]pyridin-7-yloxy)-2-methoxy-5-methylphenyl)amino)-7-methoxyquinazolin-6-yl)oxy)-2-azabicyclo[2.2.1]heptane-2-carboxylic acid tert-butyl ester C(C)(C)(C)OC(=O)N1C2CC(C(C1)C2)OC=2C=C1C(=NC=NC1=CC2OC)NC2=C(C=C(C(=C2)C)OC2=CC=1N(C=C2)N=CN1)OC